O[C@@]1(C(N(CC1)C)=O)C1=CC(=NO1)C=1C=C(C=CC1)C=1N=C(SC1)C(=O)N (R)-4-(3-(5-(3-hydroxy-1-methyl-2-oxopyrrolidin-3-yl)isoxazol-3-yl)phenyl)thiazole-2-carboxamide